C(#N)C=1C=C(C=CC1)C=1N=C(SC1)NC(CNC(C1=CC(=CC=C1)S(=O)(=O)C(C)C)=O)=O N-(2-((4-(3-cyanophenyl)thiazol-2-yl)amino)-2-oxoethyl)-3-(isopropylsulfonyl)benzamide